FC1=CC=C(C(=O)C=2/C(/C(N3C2NCCC3)(C3=CC=C(C=C3)C)O)=C/3\C(OC2=CC=CC=C2C3=O)=O)C=C1 (E)-3-(8-(4-fluorobenzoyl)-6-hydroxy-6-(p-tolyl)-1,2,3,4-tetrahydropyrrolo[1,2-a]pyrimidin-7(6H)-ylidene)chroman-2,4-dione